4-Chloro-1-(2,6-difluorophenyl)-1H-pyrazolo[3,4-b]pyridine-5-carboxylic acid ethyl ester C(C)OC(=O)C=1C(=C2C(=NC1)N(N=C2)C2=C(C=CC=C2F)F)Cl